C(CCCCCCC)C1=CC=C(C=C1)CCC[N+](=O)[O-] 4-n-octylphenyl-gamma-nitropropane